ClC=1C=C(C=CC1C(NCCN1CCNCC1)=O)NC(=O)C=1N(C(=CN1)C1=C(C(=C(C=C1)OC)F)F)C N-[3-Chloro-4-(2-piperazin-1-ylethylcarbamoyl)phenyl]-5-(2,3-difluoro-4-methoxyphenyl)-1-methylimidazol-2-carboxamid